C(C)(C)(C)C1N2C(C3=CC(=C(C=C3C1)OCCCOC)Cl)=CC(C(=C2)N(C2=NC=CC=N2)C2=NC=CC=N2)=O 6-(tert-butyl)-10-chloro-3-(di(pyrimidin-2-yl)amino)-9-(3-methoxypropoxy)-6,7-dihydro-2H-pyrido[2,1-a]isoquinolin-2-one